S1C(=NC2=C1C=CC=C2)C(=O)C2CCN(CC2)C(=O)OC(C)(C)C tert-Butyl 4-(Benzo[d]thiazole-2-carbonyl)piperidine-1-carboxylate